3-((2-chloropyridin-4-yl)methyl)-8-(dimethylamino)-8-phenyl-1,3-diazaspiro[4.5]decan-2-one ClC1=NC=CC(=C1)CN1C(NC2(C1)CCC(CC2)(C2=CC=CC=C2)N(C)C)=O